FC(C(=O)O)(F)F.ClC=1C=C(OC2CCC(CC2)NC(=O)C2(N(CCNC2)C2CC3(CN(C3)C(=O)O)C2)C=2N=NC=CC2)C=CC1C#N 6-((((1r,4r)-4-(3-chloro-4-cyanophenoxy)cyclohexyl)carbamoyl) pyridazine-3-ylpiperazin-1-yl)-2-azaspiro[3.3]heptan-2-carboxylate trifluoroacetate